(R)-5-bromo-N-(1-(2,4-dichlorophenyl)ethyl)-2-nitropyridine-3-amine BrC=1C=C(C(=NC1)[N+](=O)[O-])N[C@H](C)C1=C(C=C(C=C1)Cl)Cl